COC1=NC=C(C(=N1)OC)C1=CC2=C(N=CN=C2N2CC(CC2)OC2=CC=C(C=N2)C#N)S1 6-[1-[6-(2,4-Dimethoxypyrimidin-5-yl)thieno[2,3-d]pyrimidin-4-yl]pyrrolidine-3-yl]oxypyridine-3-carbonitrile